C(C)C1=CC=C(C=C1)[C@H](C[Se]C1=CC=CC=C1)O (R)-1-(4-ethylphenyl)-2-(phenylseleno)ethane-1-ol